3-(allyloxy)-13-(3,5-dimethoxybenzyl)-2,9,10-trimethoxy-5,6-dihydroisoquinolino[3,2-a]isoquinolin-7-ium C(C=C)OC1=CC=2CC[N+]3=C(C2C=C1OC)C(=C1C=CC(=C(C1=C3)OC)OC)CC3=CC(=CC(=C3)OC)OC